(R)-2-methyl-N-((R)-3H-spiro[benzofuran-2,4'-piperidin]-3-yl)propane-2-sulfinamide 1,1,1,3,3,3-Hexafluoropropan-2-yl-(R)-1-(phenylcarbamoyl)-6-azaspiro[2.5]octan-6-carboxylat FC(C(C(F)(F)F)OC(=O)N1CCC2(C[C@H]2C(NC2=CC=CC=C2)=O)CC1)(F)F.CC(C)(C)[S@@](=O)N[C@@H]1C2=C(OC13CCNCC3)C=CC=C2